octadecyl 3-pyrroline-1-carboxylate N1(CC=CC1)C(=O)OCCCCCCCCCCCCCCCCCC